(R)-N-(4-(1-methyl-1H-indazol-5-yl)-5,6,7,8-tetrahydroisoquinolin-8-yl)propanamide CN1N=CC2=CC(=CC=C12)C1=CN=CC=2[C@@H](CCCC12)NC(CC)=O